O1CCN(CC1)C(C(=O)N)C 2-Morpholinopropionamide